C(CCC(=O)[O-])(=O)O[O-].C(=CCCCCCCC)[NH-] N-nonenylamide peroxysuccinate